ClC1=CC=C(C2=C1C=CO2)COC2=CC=CC(=N2)C2CCN(CC2)CC2=NC1=C(N2CC2=CN=CN2CC)C=C(C=C1)C(=O)OC methyl 2-((4-(6-((4-chlorobenzofuran-7-yl) methoxy) pyridin-2-yl) piperidin-1-yl) methyl)-1-((1-ethyl-1H-imidazol-5-yl) methyl)-1H-benzo[d]imidazole-6-carboxylate